N-(4-fluoro-3-methylphenyl)-3-(2-((1-(hydroxymethyl)cyclobutyl)amino)-2-oxoacetyl)-5,6,7,8-tetrahydroindolizine-1-carboxamide FC1=C(C=C(C=C1)NC(=O)C=1C=C(N2CCCCC12)C(C(=O)NC1(CCC1)CO)=O)C